methyl 5-{8-[(tert-butoxycarbonyl)amino]-[1,2,4]triazolo[1,5-a]1,6-naphthyridin-4-yl}-4-methylpyridine-2-carboxylate C(C)(C)(C)OC(=O)NC1=NC=C2C=C(C=3N(C2=C1)N=CN3)C=3C(=CC(=NC3)C(=O)OC)C